O=C1C2=C(C=NN1)N(C(=C2)C(F)(F)F)CCOCCC(=O)OCC ethyl 3-(2-(4-oxo-2-(trifluoromethyl)-4,5-dihydro-1H-pyrrolo[2,3-d]pyridazin-1-yl)ethoxy)propanoate